C(C)(C)(C)OC(=O)N1C(CNCC1)C1=NC=CC=C1C=CC1=C(C=CC=C1)S(=O)(=O)C1=CC=C(C)C=C1 3-((2-tosylbenzylidene)methyl)pyridin-2-ylpiperazine-1-carboxylic acid tert-butyl ester